(2S,4R)-N-(4-methyl-1-(2,2,2-trifluoroethyl)-1H-pyrazol-3-yl)-4-fluoropyrrolidine-2-carboxamide CC=1C(=NN(C1)CC(F)(F)F)NC(=O)[C@H]1NC[C@@H](C1)F